3-phenyl-1-(p-tolyl)hept-6-en-1-yn-3-ol C1(=CC=CC=C1)C(C#CC1=CC=C(C=C1)C)(CCC=C)O